C1(CCC(N1C(C(=O)O)CC(=O)O)=O)=O.C1(CCC(N1C(C(=O)O)CC(=O)O)=O)=O.C(CO)O ethylene glycol bis[succinimidyl succinate]